ClC1=C(C=C(C=C1)[C@@H]1NOCC1)F (R)-3-(4-chloro-3-fluorophenyl)isoxazolidine